4-(6-fluoro-3-pyridinyl)-6-methoxypyrazolo[1,5-a]pyridine FC1=CC=C(C=N1)C=1C=2N(C=C(C1)OC)N=CC2